ethyl 5-(benzyloxycarbonylamino)-3-iodo-4,5,6,7-tetrahydrobenzothiophene-2-carboxylate C(C1=CC=CC=C1)OC(=O)NC1CCC2=C(C(=C(S2)C(=O)OCC)I)C1